2-Bromo-5-fluoro-benzonitrile BrC1=C(C#N)C=C(C=C1)F